NC=1C=C(C=CC1N1CCN(CC1)C1CCCC1)NC(=O)C=1C(NC=CC1NC1=C(C2=C(OCCN2)N=C1)C)=O N-(3-amino-4-(4-cyclopentylpiperazin-1-yl)phenyl)-4-((8-methyl-2,3-dihydro-1H-pyrido[2,3-b][1,4]oxazin-7-yl)amino)-2-oxo-1,2-dihydropyridine-3-carboxamide